COC(NC1CC(C1)NC(=O)C=1C=NC2=CC=C(C=C2C1NC(C)C)C=1C=NNC1)=O Methyl-((1R,3R)-3-(4-(isopropylamino)-6-(1H-pyrazol-4-yl)chinolin-3-carboxamido)cyclobutyl)carbamat